1-(7-{[4-chloro-5-(trifluoromethyl)pyrimidin-2-yl]amino}-1,2,3,4-tetrahydroisoquinolin-2-yl)-2,2,2-trifluoroethan-1-one ClC1=NC(=NC=C1C(F)(F)F)NC1=CC=C2CCN(CC2=C1)C(C(F)(F)F)=O